C(C1=CC=CC=C1)OC=1C(=CC2=C(NC[C@H]3N(C2=O)C[C@@H](C3)C(F)(F)F)C1)OC (2R,11aS)-8-(benzyloxy)-7-methoxy-2-(trifluoromethyl)-1,2,3,10,11,11a-hexahydro-5H-benzo[e]pyrrolo[1,2-a][1,4]diazepin-5-one